4,7,10,13,16-Docosapentaynoic acid C(CCC#CCC#CCC#CCC#CCC#CCCCCC)(=O)O